tert-butyl-2-amino-N-(3-(1-(4-(5-(difluoromethyl)-1,3,4-oxadiazol-2-yl)-2,6-difluorobenzyl)-1H-1,2,3-triazol-4-yl)phenyl)acetamide C(C)(C)(C)C(C(=O)NC1=CC(=CC=C1)C=1N=NN(C1)CC1=C(C=C(C=C1F)C=1OC(=NN1)C(F)F)F)N